NC1=CC=C(C=C1)C1=CC=C(C=C1)C=1C=CC(=CC1)C1=CC=C(C=C1)N 2,2'-bis(4-aminophenyl)-5,5'-biphenyl